C[C@@H]1COCCN1C1=CC(=NC(=N1)C1=C2C(=NC=C1)NC=C2)C=2C=CC(=NC2)N (R)-5-(6-(3-methylmorpholino)-2-(1H-pyrrolo[2,3-b]pyridin-4-yl)pyrimidin-4-yl)pyridin-2-amine